CC1=CC=C(C=C1)S(=O)(=O)O.C(C(C)C)(=O)[C@@]1([C@H](O)[C@H](O)[C@@H](CO)O1)N1C(=O)N=C(N)C=C1 isobutyrylcytidine para-toluenesulfonic acid salt